2,6-difluorobenzylchloride FC1=C(CCl)C(=CC=C1)F